Racemic-tert-butyl N-[3-ethyl-5-[[2-oxo-2-[(2R,5S)-5-methyl-2-[2-(1,5,5-trimethylpyrrolidin-3-yl)-1,3-benzothiazol-5-yl]-1-piperidyl]acetyl]amino]-2-pyridyl]carbamate C(C)C=1C(=NC=C(C1)NC(C(N1[C@H](CC[C@@H](C1)C)C=1C=CC2=C(N=C(S2)[C@H]2CN(C(C2)(C)C)C)C1)=O)=O)NC(OC(C)(C)C)=O |&1:26|